1,2-dichloro-4-(3-nitrophenyl)benzene ClC1=C(C=C(C=C1)C1=CC(=CC=C1)[N+](=O)[O-])Cl